Cl.ClC=1C=C(OC2CCNCC2)C=CC1Cl 4-(3,4-dichlorophenoxy)piperidine hydrochloride